2-amino-6-methyl-1H-indole-3-carbonitrile NC=1NC2=CC(=CC=C2C1C#N)C